C(C)N(C(=O)N1C[C@@H](CC1)N1N=C(C=C1)NC=1SC(=CN1)C(=O)NC1=C2C=NN(C2=CC=C1C)C1OCCCC1)CC 2-[[1-[(3R)-1-(diethylcarbamoyl)pyrrolidin-3-yl]pyrazol-3-yl]amino]-N-(5-methyl-1-tetrahydropyran-2-yl-indazol-4-yl)thiazole-5-carboxamide